FC=1C=C(C=C(C1)F)C=1C=C2C(=NC1)NC(N2CC=2C=NC=C(C2)C)=O 6-(3,5-difluorophenyl)-1-[(5-methyl-3-pyridinyl)methyl]-3H-imidazo[4,5-b]pyridin-2-one